BrC1=C(C=C(C=C1)F)CCO 2-(2-bromo-5-fluorophenyl)ethanol